[N+](=O)([O-])C1=CC=C(O1)CN1CCN(CC1)C=1C=NC(=CC1)[N+](=O)[O-] 1-[(5-Nitrofuran-2-yl)methyl]-4-(6-nitropyridin-3-yl)piperazine